ClC1=CC=2C(C(=N1)OCC)=CN(N2)C(C(=O)O)CC 2-(6-chloro-4-ethoxy-2H-pyrazolo[4,3-c]pyridin-2-yl)butyric acid